1-(2,4-difluorophenyl)-3-(4-fluorophenyl)-5-methyl-4-(5-methylthiophen-2-yl)-4,5-dihydro-1H-pyrazole-5-carboxylic acid methyl ester COC(=O)C1(C(C(=NN1C1=C(C=C(C=C1)F)F)C1=CC=C(C=C1)F)C=1SC(=CC1)C)C